tert-butyl 5-(3-fluoro-5-sulfamoylpicolinoyl)-3,4,5,6-tetrahydropyrrolo[3,4-c]pyrrole-2(1H)-carboxylate FC=1C(=NC=C(C1)S(N)(=O)=O)C(=O)N1CC2=C(C1)CN(C2)C(=O)OC(C)(C)C